bis(2,6-di-tert-butyl-4-methylphenyl)pentaerythritol bisphosphate P(=O)(O)(O)O.P(=O)(O)(O)O.C(C)(C)(C)C1=C(C(=CC(=C1)C)C(C)(C)C)C(O)(C(CO)(CO)CO)C1=C(C=C(C=C1C(C)(C)C)C)C(C)(C)C